C(C)C(CN1CCC(CC1)C1=CN=C(S1)C1=NNC(=C1C(C)C)C=1C=C(C=2N(C1)C=CN2)OC)CC 5-(1-(2-ethylbutyl)piperidin-4-yl)-2-(4-isopropyl-5-(8-methoxyimidazo[1,2-a]pyridin-6-yl)-1H-pyrazol-3-yl)thiazole